5-methyl-1-[4-(trifluoromethoxy)phenyl]pyrazol-3-ol CC1=CC(=NN1C1=CC=C(C=C1)OC(F)(F)F)O